CNC(=O)C1OC1 N-methyl-oxirane-2-carboxamide